NC1CCC(CC1)NC(=O)C1=NNC2=CC=C(C=C12)C=1C(=NC=CC1)F N-((1s,4s)-4-aminocyclohexyl)-5-(2-fluoropyridin-3-yl)-1H-indazole-3-carboxamide